C1(=C(C=CC=C1)C=1C=C2OC3=CC=C(C(NC4=CC=CC(S(NC(N1)=N2)(=O)=O)=C4)=O)C=C3)C 5-(o-Tolyl)-9,9-dioxo-2-oxa-9λ6-thia-6,8,15,23-tetrazatetracyclo[15.2.2.13,7.110,14]tricosa-1(19),3,5,7(23),10(22),11,13,17,20-nonaen-16-one